4-(6-cyclopropyl-1,3-benzoxazol-2-yl)piperidine-1-carboxylic acid tert-butyl ester C(C)(C)(C)OC(=O)N1CCC(CC1)C=1OC2=C(N1)C=CC(=C2)C2CC2